ClC=1C=CC(=C(C1F)C=1C(=NC=CC1)C(N)=NO)OC(C)C 5-chloro-6-fluoro-2-isopropoxyphenyl-N'-hydroxypicolinimidamide